4-cyano-4'-pentoxy-p-terphenyl C(#N)C1=CC=C(C=C1)C1=CCC(C=C1)(C1=CC=CC=C1)OCCCCC